C(#N)C=1C=NC2=CC(=C(C=C2C1NCCCCCNS(=O)(=O)NC(OC(C)(C)C)=O)OC)OC tert-butyl (N-(5-((3-cyano-6,7-dimethoxyquinolin-4-yl)amino)pentyl)sulfamoyl)carbamate